O=C1NC(CCC1N1C(N(C2=C1C=CC=C2N2CCC(CC2)N(C(OC(C)(C)C)=O)C)C)=O)=O tert-butyl N-[1-[1-(2,6-dioxo-3-piperidyl)-3-methyl-2-oxo-benzimidazol-4-yl]-4-piperidyl]-N-methylcarbamate